6-Fluoro-3-piperidin-4-yl-1,2-benzisoxazole hydrochloride Cl.FC1=CC2=C(C(=NO2)C2CCNCC2)C=C1